(R)-2-chloro-N-(2-(1-cyclopropyl-2-hydroxy-2-methylpropyl)-3-oxoisoindolin-4-yl)-3,6-difluorobenzamide ClC1=C(C(=O)NC2=C3C(N(CC3=CC=C2)[C@@H](C(C)(C)O)C2CC2)=O)C(=CC=C1F)F